prop-2-ynylbenzene C(C#C)C1=CC=CC=C1